FC=1C=C(C=C(C1)C=1C=NN(C1)C1=CC(=CC=C1)S(=O)(=O)C)CN (3-Fluoro-5-(1-(3-(methylsulfonyl)phenyl)-1H-pyrazol-4-yl)phenyl)methylamine